O1C(CCCC1)O[C@@H](C)C=1N(C=CN1)CC1=NOC(=C1)C1=CC=C(C=C1)C#CC#CC1CC(C1)O (1s,3s)-3-((4-(3-((2-((1S)-1-((tetrahydro-2H-pyran-2-yl)oxy)ethyl)-1H-imidazol-1-yl)methyl)isoxazol-5-yl)phenyl)but-1,3-diyn-1-yl)cyclobutan-1-ol